FC1=C(C=CC=C1)C(=C)B1OC(C)(C)C(C)(C)O1 1-(2-fluorophenyl)vinylboronic acid pinacol ester